7-formyl-6-(4-ethoxycarbonyl-1,5-dimethyl-1H-pyrrol-2-yl)-3,4-dihydro-1H-isoquinoline-2-carboxylic acid benzyl ester C(C1=CC=CC=C1)OC(=O)N1CC2=CC(=C(C=C2CC1)C=1N(C(=C(C1)C(=O)OCC)C)C)C=O